(5RS)-5-(2-chloro-4-methylbenzyl)-3-{5-[3-(trifluoromethyl)phenoxy]pyridazin-4-yl}-5,6-dihydro-4H-1,2,4-oxadiazine ClC1=C(C[C@H]2NC(=NOC2)C2=CN=NC=C2OC2=CC(=CC=C2)C(F)(F)F)C=CC(=C1)C |r|